(4-((tert-butoxycarbonyl)amino)thiophen-2-yl)boronic acid C(C)(C)(C)OC(=O)NC=1C=C(SC1)B(O)O